COC1=CC=2C(=C3C(=NC2C=C1COCCN1CCCC1)CCC3)NCCCOC 7-methoxy-N-(3-methoxypropyl)-6-{[2-(pyrrolidin-1-yl)ethoxy]methyl}-1H,2H,3H-cyclopenta[b]quinolin-9-amine